CC(C)P(C(C)CCCCCC)C(C)CCCCCC 2-propyl-di-(2-octyl)phosphine